ClC1=CC=C(OCC=2C=C(C=CC2OC)C=CC(=O)C2=CC=C(C=C2)O)C=C1 3-[3-[(4-Chlorophenoxy)methyl]-4-methoxyphenyl]-1-(4-hydroxyphenyl)prop-2-en-1-one